FC1(CC(NC1)CCC=O)F 3-(4,4-Difluoropyrrolidin-2-yl)propanal